CC=1C=C2C(C=C(OC2=C(C1)C(C)NC1=C(C(=O)O)C=CC=C1)N1CC(CC1)C1=NC=CC=C1)=O 2-[1-[6-Methyl-4-oxo-2-[3-(2-pyridyl)pyrrolidin-1-yl]chromen-8-yl]ethylamino]benzoic acid